5-FLUORO-N-(4-(4-(3-(3-HYDROXY-3-METHYLBUTYL)UREIDO)BICYCLO[2.2.2]OCTAN-1-YL)PHENYL)ISOINDOLINE-2-CARBOXAMIDE FC=1C=C2CN(CC2=CC1)C(=O)NC1=CC=C(C=C1)C12CCC(CC1)(CC2)NC(=O)NCCC(C)(C)O